NC1=CC=C(C=C1)N1N=CC(=C1)NC=1C=NC(=CC1)N1CCN(CC1)C N-[1-(4-Aminophenyl)pyrazol-4-yl]-6-(4-methylpiperazin-1-yl)pyridin-3-amine